CCCCC(=O)CCCC valerone